C1(CC1)C=1C=C(N=NC1)C(=O)NC(C)C1NCCCC1 5-cyclopropyl-N-(1-(piperidin-2-yl)ethyl)pyridazine-3-carboxamide